COC1=C(C=C(C(=C1)\C=C\[N+](=O)[O-])OC)CO (E)-(2,5-dimethoxy-4-(2-nitrovinyl)phenyl)methanol